N1C(=NC2=C1C=CC=C2)C2=NN(C=C2C2=NC=NC1=CC(=CC=C21)C=2C=NN(C2)C)C 4-(3-(1H-benzo[d]imidazol-2-yl)-1-methyl-1H-pyrazol-4-yl)-7-(1-methyl-1H-pyrazol-4-yl)quinazoline